SCCC[Si]1(OCCCO1)OCC 3-mercaptopropylethoxy-[1,3,2]dioxasilinane